C(#N)C(CC1C(NCCC1)=O)NC(=O)C1N(CC2C1CC(C2)(F)F)C(=O)C=2NC1=C(C(=CC(=C1C2)F)F)Cl N-(1-cyano-2-(2-oxopiperidin-3-yl)ethyl)-2-(4,6-difluoro-7-chloro-1H-indole-2-carbonyl)-5,5-difluorooctahydrocyclopenta[c]pyrrole-1-carboxamide